3-amino-N-cyclobutyl-6-(3-methylimidazo[1,2-a]pyridin-6-yl)-5-(oxazol-2-yl)pyrazine-2-carboxamide NC=1C(=NC(=C(N1)C=1OC=CN1)C=1C=CC=2N(C1)C(=CN2)C)C(=O)NC2CCC2